(6S)-6-[2-Chloro-3-(4-fluoro-anilino)phenyl]-2-imino-6-methyl-3-[(3-methyloxetan-3-yl)methyl]hexahydropyrimidin-4-one ClC1=C(C=CC=C1NC1=CC=C(C=C1)F)[C@@]1(CC(N(C(N1)=N)CC1(COC1)C)=O)C